2,2'-Methylenbis(4-Methyl-6-t-butylphenol) C(C1=C(C(=CC(=C1)C)C(C)(C)C)O)C1=C(C(=CC(=C1)C)C(C)(C)C)O